bromo-N5-(2,4-dimethoxybenzyl)-3-ethyl-N2-(tetrahydro-2H-pyran-4-yl)pyrido[3,4-b]Pyrazine-2,5-diamine BrC1=CC=2C(=NC(=C(N2)NC2CCOCC2)CC)C(=N1)NCC1=C(C=C(C=C1)OC)OC